(S)-3-(3-chloro-4-fluorophenyl)-1-methyl-1-(5-methyl-6-oxo-1,2,3,4,5,6-hexahydrophenanthridin-1-yl)urea ClC=1C=C(C=CC1F)NC(N([C@H]1CCCC=2N(C(C3=CC=CC=C3C12)=O)C)C)=O